ClC1=C(OC=2C=CC(=C(C2)S(=O)(=O)NC2CS(C2)=O)O)C(=CC(=C1)N1N=C(C(NC1=O)=O)C(F)F)Cl 5-[2,6-dichloro-4-[6-(difluoromethyl)-3,5-dioxo-1,2,4-triazin-2-yl]phenoxy]-2-hydroxy-N-(1-oxothietane-3-yl)benzenesulfonamide